C(C)(C)N1C(C=CC2=CC=CC=C12)=O 1-isopropyl-2-oxo-1,2-dihydroquinoline